[Cu].[Sb] antimony-copper